COC1=C2N=CN(C2=NC=N1)[C@H]1[C@@H]([C@@H]([C@H]2C[C@H](CC=C12)O)O)O (1R,2S,3R,6S,7aS)-3-(6-methoxy-9H-purin-9-yl)-2,3,5,6,7,7a-hexahydro-1H-indene-1,2,6-triol